(2-(3-(pyridin-3-yl)pyrrolidin-1-yl)-1,6-naphthyridin-7-yl)methanamine N1=CC(=CC=C1)C1CN(CC1)C1=NC2=CC(=NC=C2C=C1)CN